FC1=CC=C(C=C1)C1=CC=C(C=C1)C(C)(C)NC(=O)NC1(CCCN2CCC1CC2)C 1-(2-(4'-fluoro-[1,1'-biphenyl]-4-yl)propan-2-yl)-3-(5-methyl-1-azabicyclo[4.2.2]decan-5-yl)urea